N-(4-cyclobutyl-5-(4-fluorophenyl)-1H-pyrazol-3-yl)-3,3-difluorocyclobutane-1-carboxamide C1(CCC1)C=1C(=NNC1C1=CC=C(C=C1)F)NC(=O)C1CC(C1)(F)F